FC1=C(C(=CC(=C1)C1=NC(=CN=C1)OCCC)F)N1CCC(CC1)CC(=O)O 2-[1-[2,6-difluoro-4-(6-propoxypyrazin-2-yl)phenyl]-4-piperidinyl]acetic acid